Cl.N[C@H]1C(N([C@H]([C@H](C1)C1=CC=CC=C1)C)CC(F)(F)F)=O (3R,5R,6S)-3-amino-6-methyl-5-phenyl-1-(2,2,2-trifluoroethyl)piperidine-2-one hydrochloride